ClC1=CC=C2C=CNC2=C1C=1N=CSC1 4-(6-chloro-1H-indol-7-yl)thiazole